C(NC1=C(C=CC=C1CC)CC)NC1=C(C=CC=C1CC)CC methylenebis-(2,6-diethylaniline)